propoxyammonium chloride [Cl-].C(CC)O[NH3+]